FC1=C(OC2=CC=C(C=C2)CCCC(=O)NC=2C=NC=CC2)C=CC=C1 4-(4-(2-fluorophenoxy)phenyl)-N-(pyridin-3-yl)butanamide